C1(CC1)C#CC1=C(C=NN1C1CCN(CC1)C(=O)OC(C)(C)C)CNC1=C2C(N(C(C2=CC=C1)=O)C1C(NC(CC1)=O)=O)=O tert-butyl 4-[5-(2-cyclopropylethynyl)-4-[[[2-(2,6-dioxo-3-piperidyl)-1,3-dioxo-isoindolin-4-yl]amino]methyl]pyrazol-1-yl]piperidine-1-carboxylate